FCCCN1CC(C1)CC1=CC=C(C=C1)C1=C(CCCC2=C1C=CC(=C2)C(=O)OC)C=2N(C=CC2)C(=O)OC(C)(C)C tert-butyl 2-(9-(4-((1-(3-fluoropropyl)azetidin-3-yl)methyl)phenyl)-3-(methoxycarbonyl)-6,7-dihydro-5H-benzo[7]annulen-8-yl)-1H-pyrrole-1-carboxylate